FC(=CCC/C(=C/CC/C(=C/CC[C@@]1(OC2=C(C(=C(C(=C2CC1)C)O)C)C)C)/C)/C)F (S)-2-((3E,7E)-12,12-difluoro-4,8-dimethyldodeca-3,7,11-trien-1-yl)-2,5,7,8-tetramethylchroman-6-ol